C1(=CC=CC=C1)NC1=NN=NC(=C1N)N phenyl-triaminotriazine